C(#N)C1=C(C=CC=C1)C(C(C)C=1N(C(C(=C(N1)C(=O)O)OC)=O)C)C1=CC=NN1C 2-(1-(2-cyanophenyl)-1-(1-methyl-1H-pyrazol-5-yl)propan-2-yl)-5-methoxy-1-methyl-6-oxo-1,6-dihydropyrimidine-4-carboxylic acid